COC(=O)C1(CCC2(C(CC3=CC=CC=C23)C[C@H](COC2=C3C(=NC=C2)C(CC3)O)C)CC1)NC1=CC(=CC=C1)Cl 4-(3-Chloroanilino)-2'-{(2R)-3-[(7-hydroxy-6,7-dihydro-5H-cyclopenta[b]pyridin-4-yl)oxy]-2-methylpropyl}-2',3'-dihydrospiro[cyclohexane-1,1'-indene]-4-carboxylic acid methyl ester